(S)-N-(1-(5-(Benzhydrylamino)pyridin-2-yl)-2,2,2-trifluoroethyl)-N-methyltetrahydro-2H-thiopyran-4-carboxamide 1,1-dioxide C(C1=CC=CC=C1)(C1=CC=CC=C1)NC=1C=CC(=NC1)[C@@H](C(F)(F)F)N(C(=O)C1CCS(CC1)(=O)=O)C